1,4-dimethylpyridine iodide [I-].CN1CC=C(C=C1)C